COC1=CC=C(C=C1)C(=C(C1=CC=CC=C1)C1=CC=C(C=C1)C=1SC(=C(C1N)N)C1=CC=C(C=C1)C(=C(C1=CC=C(C=C1)OC)C1=CC=C(C=C1)OC)C1=CC=CC=C1)C1=CC=C(C=C1)OC 2,5-bis(4-(2,2-bis(4-methoxyphenyl)-1-phenylvinyl)phenyl)thiophene-3,4-diamine